2-(4,4-difluoropiperidin-1-yl)ethan-1-amine FC1(CCN(CC1)CCN)F